ClC1=C(C=CC=C1OC)C=1C(N(C(N(C1)CC(=O)N1CCC(CC1)N1C(NC2=C(CC1)C=C(C=C2)OC)=O)=O)CCS(=O)(=O)C)=O 5-(2-Chloro-3-methoxy-phenyl)-3-(2-methanesulfonyl-ethyl)-1-{2-[4-(7-methoxy-2-oxo-1,2,4,5-tetrahydro-benzo[d][1,3]diazepin-3-yl)-piperidin-1-yl]-2-oxo-ethyl}-1H-pyrimidine-2,4-dione